N-((S)-1-(2-(Cyanomethyl)-2-(((S)-2-oxopyrrolidin-3-yl)methyl)hydrazineyl)-4-methyl-1-oxopentan-2-yl)-4-methoxy-1H-indole-2-carboxamide C(#N)CN(NC([C@H](CC(C)C)NC(=O)C=1NC2=CC=CC(=C2C1)OC)=O)C[C@H]1C(NCC1)=O